FC=1C(=CC=2C3=C(N=NC2C1)N(C(N3C3CCOCC3)=O)C)C=3C=NC(=CC3)[C@@H](C)OCCN3CCC(CC3)F (R)-7-fluoro-8-(6-(1-(2-(4-fluoropiperidin-1-yl)ethoxy)ethyl)pyridin-3-yl)-3-methyl-1-(tetrahydro-2H-pyran-4-yl)-1H-imidazo[4,5-c]cinnolin-2(3H)-one